COCN1N=C2N(C(N(CC2=C1)C1CCN(CC1)C=1C(=NC=CC1C)OC)=O)CC1=C(C=CC=C1)C(F)(F)F 2-methoxymethyl-5-(2'-methoxy-4'-methyl-3,4,5,6-tetrahydro-2H-[1,3']bipyridinyl-4-yl)-7-(2-trifluoromethyl-benzyl)-2,4,5,7-tetrahydro-pyrazolo[3,4-d]pyrimidin-6-one